4'-[(4-aminopiperidin-1-yl)sulfonyl]-[1,1'-biphenyl]-4-carbonitrile hydrochloride Cl.NC1CCN(CC1)S(=O)(=O)C1=CC=C(C=C1)C1=CC=C(C=C1)C#N